4-chloro-N-(4,4-difluorocyclohexyl)-6-(4-methylthiazol-2-yl)pyridin-2-amine ClC1=CC(=NC(=C1)C=1SC=C(N1)C)NC1CCC(CC1)(F)F